(R)-3-(4-oxo-5-(3-phenoxyphenyl)-4,5-dihydro-3H-1-thia-3,5,8-triazaAcenaphthene-2-carboxamido)piperidine-1-carboxylic acid tert-butyl ester C(C)(C)(C)OC(=O)N1C[C@@H](CCC1)NC(=O)C1SC=2N=CC=C3N(C(NC1C23)=O)C2=CC(=CC=C2)OC2=CC=CC=C2